BrC1OCCO1 bromo-1,3-dioxolane